C1(CCC1)CN1C(N(CC12CCC(CC2)(C2=CC=CC=C2)N(C)C)C2=NC=C(C=N2)C#N)=O cis-2-[1-(Cyclobutylmethyl)-8-(dimethylamino)-2-oxo-8-phenyl-1,3-diazaspiro[4.5]decan-3-yl]pyrimidine-5-carbonitrile